4-ethyl-2-(trifluoromethyl)quinazolin-5-ol C(C)C1=NC(=NC=2C=CC=C(C12)O)C(F)(F)F